N-[3-[[5-(trifluoromethyl)-pyridin-2-yl]oxy]-2,3-dihydro-1H-inden-5-yl]acrylamide FC(C=1C=CC(=NC1)OC1CCC2=CC=C(C=C12)NC(C=C)=O)(F)F